(trans-4-(((6-chloro-1H-benzo[d]imidazol-2-yl)methyl)carbamoyl)cyclohexyl)carbamic acid tert-butyl ester C(C)(C)(C)OC(N[C@@H]1CC[C@H](CC1)C(NCC1=NC2=C(N1)C=C(C=C2)Cl)=O)=O